FC(C1=CC=C(C=C1)NC1=C(C(=O)NN)C=CC=C1)(F)F 2-((4-(trifluoromethyl)phenyl)amino)benzohydrazide